(S)-Morpholin N1CCOCC1